4-{4-[7-(aminocarbonyl)-4-chloro-2H-indazol-2-yl]benzyl}-1-methylpiperazin-1-ium trifluoroacetate FC(C(=O)[O-])(F)F.NC(=O)C1=CC=C(C2=CN(N=C12)C1=CC=C(CN2CC[NH+](CC2)C)C=C1)Cl